CN1C=C(C=C1)C=O methyl-1H-pyrrole-3-carbaldehyde